(3S,4R)-1-((4-(6-methyl-1H-pyrrolo[2,3-b]pyridin-5-yl)phenyl)sulfonyl)-4-((5-(trifluoromethyl)pyridin-2-yl)amino)piperidin-3-ol CC1=C(C=C2C(=N1)NC=C2)C2=CC=C(C=C2)S(=O)(=O)N2C[C@@H]([C@@H](CC2)NC2=NC=C(C=C2)C(F)(F)F)O